4-(acetylamino)-N-(4-fluorophenyl)-1H-pyrazole-3-carboxamide C(C)(=O)NC=1C(=NNC1)C(=O)NC1=CC=C(C=C1)F